O[C@H]1C[C@@H](OCC1)C(=O)OCC |r| (±)-trans-ethyl 4-hydroxytetrahydro-2H-pyran-2-carboxylate